BrC1=CC(=C(C=C1)C(\C=C\C1=CC=C(C=C1)C(F)(F)F)=O)O (E)-1-(4-Bromo-2-hydroxyphenyl)-3-[4-(trifluoromethyl)phenyl]prop-2-en-1-one